Cl.NC/C(/CN1N=CN(C1=O)C1=CC(=C(C=C1)F)F)=C\F 2-[(2E)-2-(aminomethyl)-3-fluoroprop-2-en-1-yl]-4-(3,4-difluorophenyl)-2,4-dihydro-3H-1,2,4-triazol-3-one hydrochloride